C(C)OCCOC(CC#N)=O ETHOXYETHYLCYANOACETATE